1-(7-((4-(methylamino)-5-(pyrazolo[1,5-a]pyrimidin-5-yl)-7H-pyrrolo[2,3-d]pyrimidin-2-yl)amino)-2-azaspiro[3.5]nonan-2-yl)ethan-1-one CNC=1C2=C(N=C(N1)NC1CCC3(CN(C3)C(C)=O)CC1)NC=C2C2=NC=1N(C=C2)N=CC1